(E)-1,4-dimethoxy-2-(2-nitroprop-1-en-1-yl)-5-pentylbenzene COC1=C(C=C(C(=C1)CCCCC)OC)\C=C(/C)\[N+](=O)[O-]